CC1=C(C=C(C=C1)NC1CN(C1)C(=O)OC(C)(C)C)C(NC1(CC1)C1=CC=CC2=CC=CC=C12)=O tert-Butyl 3-((4-methyl-3-((1-(naphthalen-1-yl)cyclopropyl)carbamoyl)phenyl) amino)azetidine-1-carboxylate